(S)-3-(1-hydroxy-propan-2-yl)-8-(2-methoxyethyl)-6-(5-(trifluoromethyl)pyridin-2-yl)pyrido[3,4-d]pyrimidin-4(3H)-one OC[C@H](C)N1C=NC2=C(C1=O)C=C(N=C2CCOC)C2=NC=C(C=C2)C(F)(F)F